O=C1NC(CCC1N1C(N(C2=C1C=CC(=C2)C#CCC2CCN(CC2)C(=O)OC(C)(C)C)C)=O)=O tert-butyl 4-[3-[1-(2,6-dioxo-3-piperidyl)-3-methyl-2-oxo-benzimidazol-5-yl]prop-2-ynyl]piperidine-1-carboxylate